NC=1NC(=C(N1)C1=CC(=NC=C1)C)C1=CC=C(C(=O)N(C)C)C=C1 4-(2-Amino-4-(2-methylpyridin-4-yl)-1H-imidazol-5-yl)-N,N-dimethyl-benzamide